propylamino-tris(trimethylsiloxy)silane C(CC)N[Si](O[Si](C)(C)C)(O[Si](C)(C)C)O[Si](C)(C)C